N[C@H]1CCC=2C1=CC=C1C=C(N(CC21)CC(C)(C)F)C2CC2 (7S)-7-amino-3-cyclopropyl-N-(2-fluoro-2-methyl-propyl)-8,9-dihydro-7H-cyclopenta[h]isoquinoline